NC=1C=C(C=CC1)C1=CC=C(C=C1)S(=O)(=O)NC1=C(C=CC(=C1)OC)C(=O)N1CCN(CC1)C=1SC=C(N1)C1=CC=CC=C1 3'-amino-N-(5-methoxy-2-(4-(4-phenylthiazol-2-yl)piperazine-1-carbonyl)phenyl)-[1,1'-biphenyl]-4-sulfonamide